C(C1=CC=CC=C1)N[P@](OC1C2=CC=CC=C2C=2C=CC=CC12)(=O)C1=CC=C(C=C1)C(F)(F)F 9H-Fluoren-9-yl (S)-N-benzyl-P-(4-(trifluoromethyl)phenyl)phosphonamidate